2-chloro-6-phenyl-4-(4-(pyridin-2-yl)phenyl)pyridine ClC1=NC(=CC(=C1)C1=CC=C(C=C1)C1=NC=CC=C1)C1=CC=CC=C1